F[Sb-](F)(F)(F)(F)F.C1(=CC=CC2=CC=CC=C12)C[SH+]C1=CC=C(C=C1)O 1-naphthylmethyl-p-hydroxyphenyl-sulfonium hexafluoroantimonate